(S)-N-((1,4-dibromo-isoquinolin-3-yl)methylene)-2-methylpropane-2-sulfinamide BrC1=NC(=C(C2=CC=CC=C12)Br)C=N[S@@](=O)C(C)(C)C